(2S)-2-[[2-[(1,1-dioxo-3,4-dihydro-2H-thiochromen-6-yl)amino]-5-[3-(trifluoromethyl)-1H-1,2,4-triazol-5-yl]pyrimidin-4-yl]amino]-2-phenyl-ethanol O=S1(CCCC2=CC(=CC=C12)NC1=NC=C(C(=N1)N[C@H](CO)C1=CC=CC=C1)C1=NC(=NN1)C(F)(F)F)=O